O1C=NC=C1C(=O)O oxazol-5-carboxylic acid